6-oxohexyl tridecanoate C(CCCCCCCCCCCC)(=O)OCCCCCC=O